N-(5-bromo-4-methoxy-2-nitro-phenyl)acetamide BrC=1C(=CC(=C(C1)NC(C)=O)[N+](=O)[O-])OC